(5-{N-[8-(1,3-dioxoisoindol-2-yl)octyl]1-(isoquinolin-4-yl)piperidine-3-amido}-2-oxopyridin-1-yl)acetic acid O=C1N(C(C2=CC=CC=C12)=O)CCCCCCCCN(C(=O)C1CN(CCC1)C1=CN=CC2=CC=CC=C12)C=1C=CC(N(C1)CC(=O)O)=O